OCC=1C=C(C=CC1C(=O)OC)N1[C@H]2CN([C@@H](C1)C2)C(=O)OC(C)(C)C tert-Butyl (1R,4R)-5-(3-(hydroxymethyl)-4-(methoxycarbonyl)phenyl)-2,5-diazabicyclo[2.2.1]heptane-2-carboxylate